benzyl alcohol C(C1=CC=CC=C1)O